O(C1=CC=CC=C1)C1=CC=C(C=C1)C1=NN2C(NC3=C(CC2)C=CC(=C3)B3OC(C(O3)(C)C)(C)C)=C1C#N 2-(4-phenoxyphenyl)-6-(4,4,5,5-tetramethyl-1,3,2-dioxaborolan-2-yl)-9,10-dihydro-4H-benzo[d]pyrazolo[1,5-a][1,3]diazepine-3-carbonitrile